5-Chloro-1-((4-(1,1-difluoroethyl)phenyl)sulfonyl)-3-(3,3,4,4-tetrafluoropyrrolidin-1-yl)imidazo[1,5-a]pyridine ClC1=CC=CC=2N1C(=NC2S(=O)(=O)C2=CC=C(C=C2)C(C)(F)F)N2CC(C(C2)(F)F)(F)F